Cl.NC/C(/CN1N=CN(C1=O)CC=1SC(=CC1)C=1C=C2C(=NC1)NC=C2)=C\F 2-[(2E)-2-(aminomethyl)-3-fluoroprop-2-en-1-yl]-4-{[5-(1H-pyrrolo[2,3-b]pyridin-5-yl)thiophen-2-yl]methyl}-2,4-dihydro-3H-1,2,4-triazol-3-one hydrochloride